C(C)(C)(C)OC(=O)N1CC2(CCCC2)[C@@H](CC1)CN1C=NC2=CC=C(C=C2C1=O)F.FC(C(F)(F)F)(O[Si](OC(C(F)(F)F)(F)F)(OC(C(F)(F)F)(F)F)C(C(C(C(C(C(F)(F)F)(F)F)(F)F)(F)F)(F)F)(F)F)F Perfluorohexyl-triethoxysilane tert-Butyl-(R)-10-((6-fluoro-4-oxoquinazolin-3(4H)-yl)methyl)-7-azaspiro[4.5]decane-7-carboxylate